8-(1-acetylpiperidin-4-yl)-4-fluoro-1-methyl-6H-chromeno[8,7-d]oxazole-2,6(1H)-dione C(C)(=O)N1CCC(CC1)C=1OC2=C(C(C1)=O)C=C(C1=C2N(C(O1)=O)C)F